ClC=1C=CC=2N=CN=C(C2N1)NC1=C(C=C(C#N)C=C1)OC(C)C 4-((6-chloropyrido[3,2-d]pyrimidin-4-yl)amino)-3-isopropoxy-benzonitrile